N,N-diethyl-2,3,5,6-tetrafluoro-4-(methylthio)benzamide C(C)N(C(C1=C(C(=C(C(=C1F)F)SC)F)F)=O)CC